C1(CCCCC1)C1=C(C(=O)O)C=CC=C1O.C(C=1C(O)=CC=CC1)(=O)OC1CCCCC1 cyclohexyl salicylate (2-cyclohexyl hydroxybenzoate)